4-(6-(3-Hydroxyazetidine-1-carbonyl)pyridin-3-yl)piperazine-1-carboxylate OC1CN(C1)C(=O)C1=CC=C(C=N1)N1CCN(CC1)C(=O)[O-]